6-bromo-2-((3R,5R)-3-fluoro-5-((5-(trifluoromethyl)pyrimidin-2-yl)amino)piperidin-1-yl)-1-methyl-1H-benzo[d]imidazol-5-amine BrC=1C(=CC2=C(N(C(=N2)N2C[C@@H](C[C@H](C2)NC2=NC=C(C=N2)C(F)(F)F)F)C)C1)N